(R)-5-methyl-2-(4-(piperidin-3-ylamino)phthalazin-1-yl)phenol CC=1C=CC(=C(C1)O)C1=NN=C(C2=CC=CC=C12)N[C@H]1CNCCC1